C(=C)C=1OC=C(N1)C(=O)N 2-vinyloxazole-4-carboxamide